FC=1C(=CC2=C(N=C(S2)C2=C3N=CC(=NC3=CC(=C2)C)OC)C1)OCC(COCC(C)C)OC(NC=1C=NC(=NC1)C)=O (2-methylpyrimidin-5-yl)carbamic acid 1-((5-fluoro-2-(2-methoxy-7-methylquinoxalin-5-yl) benzo[d]thiazol-6-yl) oxy)-3-isobutoxypropan-2-yl ester